2-(2-biphenyloxy)ethanol C=1(C(=CC=CC1)OCCO)C1=CC=CC=C1